(S)-(-)-1-phenyl-1-propanol CCC(C1=CC=CC=C1)O